3-{4-[(2-Aminoethyl)sulfamoyl]phenyl}-1-sulfamoyl-1H-pyrrole-2-carboxylic acid NCCNS(=O)(=O)C1=CC=C(C=C1)C1=C(N(C=C1)S(N)(=O)=O)C(=O)O